C1=CC=CC=2C3=CC=CC=C3C(C12)COC(=O)N[C@@H]([C@@H](C)CC)C(=O)NCOCC(=O)OCC1=CC=CC=C1 Benzyl {[(N-{[(9H-fluoren-9-yl)methoxy]carbonyl}-L-isoleucyl)amino]methoxy}acetate